methyl 2-methyl-3-oxo-3-[2-(trifluoromethyl)piperidin-4-yl]propanoate CC(C(=O)OC)C(C1CC(NCC1)C(F)(F)F)=O